O=C1C(CCC(C1)=O)N1C(C2=CC=CC=C2C1=O)=O 2-(2,4-dioxocyclohexyl)isoindoline-1,3-Dione